NC1=CC=C(C=C1)[Si](OC)(OC)OC p-AMINOPHENYL-TRIMETHOXYSILANE